4-[(2S,6R)-2-[[6-(3-Aminoazetidin-1-yl)spiro[1H-isobenzofuran-3,3'-azetidin]-1'-yl]methyl]-6-methyl-morpholin-4-yl]-3-fluoro-pyrazolo[1,5-a]pyridine-7-carbonitrile NC1CN(C1)C1=CC=C2C(=C1)COC21CN(C1)C[C@H]1CN(C[C@H](O1)C)C=1C=2N(C(=CC1)C#N)N=CC2F